3-(4-(3-((4-(4-bromo-7,7-dimethyl-5-oxo-5,7-dihydroindolo[1,2-a]quinazolin-10-yl)piperidin-1-yl)methyl)-1-oxa-9-azaspiro[5.5]undecan-9-yl)-2,6-difluorophenyl)piperidine-2,6-dione BrC=1C=2C(N=C3N(C2C=CC1)C1=CC(=CC=C1C3(C)C)C3CCN(CC3)CC3COC1(CC3)CCN(CC1)C1=CC(=C(C(=C1)F)C1C(NC(CC1)=O)=O)F)=O